C(C)(=O)OC1C2CN(CC1CC2)S(=O)(=O)C (endo)-3-(methylsulfonyl)-3-azabicyclo[3.2.1]octan-8-yl acetate